3-hydroxybutane 3,4,5-trihydroxybenzoate OC=1C=C(C(=O)O)C=C(C1O)O.OC(CC)C